C(#N)C=1C=C(C=NC1O)C(=O)O 5-cyano-6-hydroxypyridine-3-carboxylic acid